C(C)(C)(C)OC(=O)N1C(CCC1)C=1C=C(C=C2CCN(CC12)C(C)=O)Cl 2-(2-acetyl-6-chloro-1,2,3,4-Tetrahydroisoquinolin-8-yl)pyrrolidine-1-carboxylic acid tert-butyl ester